1-((S)-pyrrolidin-2-yl)ethan-1-ol N1[C@@H](CCC1)C(C)O